C(C)C1=NC=2C(=NC(=CC2C)C)N1CC1=NC=C(C=N1)C=1C=C(C=CC1C(=O)O)C1=CC(=CC=C1)C 3-(2-((2-ethyl-5,7-dimethyl-3H-imidazo[4,5-b]pyridin-3-yl)methyl)pyrimidin-5-yl)-3'-methylbiphenyl-4-carboxylic Acid